1-(3,5-difluoro-4-(4-(2-(piperidin-4-yl)propan-2-yl)piperazin-1-yl)benzyl)dihydropyrimidine-2,4(1H,3H)-dione hydrochloride Cl.FC=1C=C(CN2C(NC(CC2)=O)=O)C=C(C1N1CCN(CC1)C(C)(C)C1CCNCC1)F